8-[(1R)-1-(2-bromo-3-chloro-anilino)ethyl]-2-(4,4-dimethyl-1-piperidyl)-3,6-dimethyl-chromen-4-one BrC1=C(N[C@H](C)C=2C=C(C=C3C(C(=C(OC23)N2CCC(CC2)(C)C)C)=O)C)C=CC=C1Cl